COC(C(CCCC)OC1=CC2=C(N(C(S2)=O)C2=C(C=C(C=C2)C(F)(F)F)Cl)C=C1)=O (3-(2-chloro-4-(trifluoromethyl)phenyl)-2-oxo-2,3-dihydrobenzothiazol-6-yloxy)hexanoic acid methyl ester